1-(4-((4-((2-fluoro-4-((2-(2-hydroxy-6-azaspiro[3.4]octan-6-yl)pyridin-4-yl)oxy)phenyl)amino)-7-methoxyquinazolin-6-yl)amino)piperidin-1-yl)prop-2-en-1-one FC1=C(C=CC(=C1)OC1=CC(=NC=C1)N1CC2(CC(C2)O)CC1)NC1=NC=NC2=CC(=C(C=C12)NC1CCN(CC1)C(C=C)=O)OC